3-(3-bromophenyl)-1-methylamino-1-oxopropan-2-ylbenzofuran-2-carboxamide BrC=1C=C(C=CC1)CC(C(=O)NC)C1=C(OC2=C1C=CC=C2)C(=O)N